N1-((S)-4-methyl-1-oxo-1-(((S)-3-oxo-1-((S)-2-oxopyrrolidin-3-yl)-4-(trifluoromethoxy)butan-2-yl)amino)pentan-2-yl)-N2-(oxetan-3-yl)oxalamide CC(C[C@@H](C(N[C@@H](C[C@H]1C(NCC1)=O)C(COC(F)(F)F)=O)=O)NC(C(=O)NC1COC1)=O)C